FC1=C(C=CC(=C1)F)C1=NC=C2N1C=CN=C2N2C[C@H]1NC3=CC=CC(NC=4N(N=CC4CCCN(C([C@@H]2C1)=O)C)CC)=N3 (3S,6S)-5-[3-(2,4-difluorophenyl)imidazo[1,5-a]pyrazin-8-yl]-15-ethyl-8-methyl-2,5,8,14,15,17,22-heptazatetracyclo[16.3.1.13,6.012,16]tricosa-1(21),12(16),13,18(22),19-pentaen-7-one